5-(5-(4-((3-chlorophenyl)amino)quinazolin-6-yl)pyridin-3-yl)-N-(2-morpholinoethyl)-1,3,4-oxadiazol-2-amine ClC=1C=C(C=CC1)NC1=NC=NC2=CC=C(C=C12)C=1C=C(C=NC1)C1=NN=C(O1)NCCN1CCOCC1